pyridinid isopropyl-((1S,2S,5R)-1-hydroxy-2-isopropyl-5-methylcyclohexane-1-carbonyl)glycinate C(C)(C)N(CC(=O)[O-])C(=O)[C@]1([C@@H](CC[C@H](C1)C)C(C)C)O.N1=[C-]C=CC=C1